FC1=C(C=C(C=C1)C1=CC(=C(C(=N1)N)[N+](=O)[O-])N(C)CC1(CCC1)COC)C(F)(F)F 6-[4-Fluoro-3-(trifluoromethyl)phenyl]-N4-{[1-(methoxymethyl)cyclobutyl]methyl}-N4-methyl-3-nitropyridin-2,4-diamine